3-[4-(3-methoxyazetidine-1-carbonyl)phenyl]-1,2-oxazol COC1CN(C1)C(=O)C1=CC=C(C=C1)C1=NOC=C1